NCCN1C(C2=CC=CC=C2C2(CCNCC2)C1=O)C1CCC(CC1)=C(C)C 2-(2-aminoethyl)-1-(4-(propan-2-ylidene)cyclohexyl)-1,2-dihydro-3H-spiro[isoquinoline-4,4-piperidin]-3-one